2-(1-methyl-1H-pyrazol-4-yl)ethyl-2,3-dihydrobenzofuran-5,7-dicarboxamide CN1N=CC(=C1)CCC1OC2=C(C1)C=C(C=C2C(=O)N)C(=O)N